Methyl (5S,8S,10aR)-5-((tert-butoxycarbonyl)amino)-3-(imidazo[1,2-a]pyridin-7-ylmethyl)-6-oxodecahydropyrrolo[1,2-a][1,5]diazocine-8-carboxylate C(C)(C)(C)OC(=O)N[C@H]1CN(CC[C@@H]2N(C1=O)[C@@H](CC2)C(=O)OC)CC2=CC=1N(C=C2)C=CN1